isobenzofurane-1,3-dione C1(OC(C2=CC=CC=C12)=O)=O